2-[benzyl-(ethyl)amino]-6-[5-(difluoromethyl)-1,3,4-oxadiazol-2-yl]-2,3-dihydro-1H-isoindol-1-one C(C1=CC=CC=C1)N(N1C(C2=CC(=CC=C2C1)C=1OC(=NN1)C(F)F)=O)CC